O=C1NC(CCC1NC1=CC(=C(C=C1)N1CCC(CC1)(O)CC(=O)OC(C)(C)C)C(F)(F)F)=O tert-butyl 2-[1-[4-[(2,6-dioxo-3-piperidyl)amino]-2-(trifluoromethyl)phenyl]-4-hydroxy-4-piperidyl]acetate